(s)-1-Methylpiperidin-3-yl (8-amino-7-fluoro-6-(8-methyl-2,3-dihydro-1H-pyrido[2,3-b][1,4]oxazin-7-yl)isoquinolin-3-yl)carbamate NC=1C(=C(C=C2C=C(N=CC12)NC(O[C@@H]1CN(CCC1)C)=O)C1=C(C2=C(OCCN2)N=C1)C)F